C1(CC1)CC1=C(N(CS1)N1N=C(C(=C1)CC1=CC(=C(C=C1)S(N)(=O)=O)F)C1=C(C=CC=C1)C#CC=1SC(=CC1)C1CC1)C(=O)O 5-(cyclopropylmethyl)-3-(3-((5-cyclopropylthiophen-2-yl-ethynyl)phenyl)-4-(3-fluoro-4-sulfamoylbenzyl)-1H-pyrazol-1-yl)thiazole-4-carboxylic acid